3-((2-(1-(trans-3-(aminomethyl)cyclobutyl)-3-cyclopropyl-1H-pyrazol-4-yl)quinoxalin-5-yl)amino)propane-1,2-diol NC[C@@H]1C[C@H](C1)N1N=C(C(=C1)C1=NC2=CC=CC(=C2N=C1)NCC(CO)O)C1CC1